tert-butyl 8-hydroxy-5-methyl-7,8-dihydro-1,6-naphthyridine-6(5H)-carboxylate OC1CN(C(C=2C=CC=NC12)C)C(=O)OC(C)(C)C